C(/C1=CC=CC=C1)=C\1/C(N(C2=CC=C(C=C12)N(C1=NC(=NC2=CC=CC=C12)C)C)C)=O (Z)-3-benzylidene-1-methyl-5-(methyl-(2-methylquinazolin-4-yl)amino)indolin-2-one